FC(C1CC=C(CC1)C=1N=CSC1)(F)F 4-(4-(trifluoromethyl)cyclohex-1-en-1-yl)thiazol